C[C@H]1N(CCOC1)C1=NC2=C(N=CC=C2C(=C1)C=1CCN(CC1)C)C1=CC=NN1 2-[(3R)-3-methylmorpholin-4-yl]-4-[1-methyl-1,2,3,6-tetrahydropyridin-4-yl]-8-(1H-pyrazol-5-yl)-1,7-naphthyridine